3,6-bis(9H-carbazol-9-yl)-9H-carbazole C1=CC=CC=2C3=CC=CC=C3N(C12)C=1C=CC=2NC3=CC=C(C=C3C2C1)N1C2=CC=CC=C2C=2C=CC=CC12